1,6-dimethyl-4-(1-(naphthalen-2-ylmethyl)piperidin-4-yl)-1,4-dihydropyrido[2,3-b]pyrazine CN1C2=C(N(C=C1)C1CCN(CC1)CC1=CC3=CC=CC=C3C=C1)N=C(C=C2)C